ClC1=C(C(=C(C=C1OC)OC)Cl)C=1C(N(C2=CC(=NC=C2C1)C=1C=NN(C1C)CCN(C)C)CC)=O 3-(2,6-dichloro-3,5-dimethoxyphenyl)-7-(1-(2-(dimethylamino)ethyl)-5-methyl-1H-pyrazol-4-yl)-1-ethyl-1,6-naphthyridin-2(1H)-one